copper indium gallium telluride [Ga]=[Te].[In].[Cu]